O1C(CCCC1)N1N=CC=2C(=CC=CC12)C(=O)O 1-(tetrahydro-pyran-2-yl)-1H-indazole-4-carboxylic acid